NC1=NC=CC(=N1)C1=C(C=2C(NCCC2N1)=O)I 2-(2-aminopyrimidin-4-yl)-3-iodo-1H,5H,6H,7H-pyrrolo[3,2-c]pyridin-4-one